ClC1=C(C(C=2C=CC=NC2C1=O)=O)NC1=C(C=C(C=C1)NCC)C(F)(F)F 7-chloro-6-((4-(ethylamino)-2-(trifluoromethyl)phenyl)amino)quinoline-5,8-dione